FC1=CC2=C(N=NN(C2=O)C2C(NC(CC2)=O)=O)C=C1 3-(6-fluoro-4-oxo-benzo[d][1,2,3]triazin-3(4H)-yl)piperidine-2,6-dione